methyl 5-{4-[(tert-butoxycarbonyl) (ethyl)amino]piperidin-1-yl}cinnoline-8-carboxylate C(C)(C)(C)OC(=O)N(C1CCN(CC1)C1=C2C=CN=NC2=C(C=C1)C(=O)OC)CC